((2S,3R,4R)-2-(3,4-dimethoxyphenyl)-4-(pyridin-2-ylmethyl)tetrahydrofuran-3-yl)methyl-2-methylbut-2-enoate COC=1C=C(C=CC1OC)[C@H]1OC[C@@H]([C@@H]1COC(C(=CC)C)=O)CC1=NC=CC=C1